[C@@H]1(CCC2=CC=CC=C12)NC(=O)C1=CC2=C(N=C(S2)C2CCN(CC2)CC)C(=C1)C (S)-N-(2,3-dihydro-1H-inden-1-yl)-2-(1-ethylpiperidin-4-yl)-4-methylbenzo[d]thiazole-6-carboxamide